2-(adamantan-2-yl)-N-(3-(4-(4-(3-(7-(4-(2-hydroxyethyl)piperazin-1-yl)-2-methyl-3-phenylpyrazolo[1,5-a]pyrimidin-5-yl)phenyl)butanoyl)piperazin-1-yl)propyl)-acetamide C12C(C3CC(CC(C1)C3)C2)CC(=O)NCCCN2CCN(CC2)C(CCCC2=CC(=CC=C2)C2=NC=3N(C(=C2)N2CCN(CC2)CCO)N=C(C3C3=CC=CC=C3)C)=O